3-[3-(4-chlorophenyl)-4-phenyl-4,5-dihydro-1H-pyrazol-1-yl]-4-methyl-1-([4-[(morpholin-4-yl)methyl]phenyl]methyl)-4,5-dihydro-1H-1,2,4-triazol-5-one ClC1=CC=C(C=C1)C1=NN(CC1C1=CC=CC=C1)C1=NN(C(N1C)=O)CC1=CC=C(C=C1)CN1CCOCC1